N=1C=C(N2N=CC=CC21)C#CC=2C=C(C(=O)NC1=CC(=C(C=C1)CN1CCN(CC1)C)C(F)(F)F)C=CC2C 3-(imidazo[1,2-B]pyridazin-3-ylethynyl)-4-methyl-N-{4-[(4-methylpiperazin-1-yl)methyl]-3-(trifluoromethyl)phenyl}benzamide